CCCCCCCCCCCCCC/C=C\OC[C@H](COP(=O)([O-])OCC[N+](C)(C)C)OC(=O)CCCCCCC/C=C\CCCCCCCC 1-(1Z-hexadecenyl)-2-(9Z-octadecenoyl)-sn-glycero-3-phosphocholine